O=C(CCOC[C@H](C)NC1=C(C(NN=C1)=O)C(F)(F)F)N1CCC(CC1)C1=NC=C(C=N1)C(F)(F)F (S)-5-((1-(3-Oxo-3-(4-(5-(trifluoromethyl)pyrimidin-2-yl)piperidin-1-yl)propoxy)propan-2-yl)amino)-4-(trifluoromethyl)pyridazin-3(2H)-one